O1C(C1)C(C)O 1-(Oxiran-2-yl)ethane-1-ol